ClC1=NC=CC(=C1)OC1=CC(=C(C=C1)NC(OC(C)(C)C)=O)F tert-Butyl N-[4-[(2-chloro-4-pyridyl)oxy]-2-fluoro-phenyl]carbamate